1-(5-(3-(2-morpholinoethyl)-4-oxo-3,4-dihydro-quinazolin-6-yl)benzo[d]thiazol-2-yl)-3-(3-(trifluoromethyl)phenyl)urea O1CCN(CC1)CCN1C=NC2=CC=C(C=C2C1=O)C=1C=CC2=C(N=C(S2)NC(=O)NC2=CC(=CC=C2)C(F)(F)F)C1